6-Chloropyrazine-2-amine ClC1=CN=CC(=N1)N